4-(3-fluoro-4-nitrobenzyl)-1-methylpiperazin FC=1C=C(CN2CCN(CC2)C)C=CC1[N+](=O)[O-]